(S)-1-(3-((1-((6-chloropyridin-3-yl)amino)isoquinolin-6-yl)oxy)pyrrolidin-1-yl)ethan-1-one ClC1=CC=C(C=N1)NC1=NC=CC2=CC(=CC=C12)O[C@@H]1CN(CC1)C(C)=O